FC(C(=O)O)(F)F.FC(C)(F)C1=NC(=CC(=N1)NC1=CC(=NC=C1OCC)CC(=O)N)F (4-((2-(1,1-difluoroethyl)-6-fluoropyrimidin-4-yl)amino)-5-ethoxypyridin-2-yl)acetamide trifluoroacetate